Propyl-naphthalene-1-sulfonamide C(CC)C1=C(C2=CC=CC=C2C=C1)S(=O)(=O)N